C(C)(=O)OCC(C)OCC 2-ethoxypropyl acetate